1,1-dioxo-2-phenyl-6-(4-methylphenyl)-4-(dicyanomethylene)thiopyran O=S1(C(=CC(C=C1C1=CC=C(C=C1)C)=C(C#N)C#N)C1=CC=CC=C1)=O